5-(1-(3,5-dichloropyridin-4-yl)ethoxy)-N-(1-(2-(1-hydroxycyclopropyl)ethyl)-1H-pyrazol-4-yl)-1H-indazole ClC=1C=NC=C(C1C(C)OC=1C=C2C=NN(C2=CC1)C=1C=NN(C1)CCC1(CC1)O)Cl